BrC1=CC=2C3=C(C=NC2C=C1F)N(C(C31CC(C1)C1=CC(NC=C1)=O)=O)C cis-8'-Bromo-7'-fluoro-3'-methyl-3-(2-oxo-1,2-dihydropyridin-4-yl)spiro[cyclobutane-1,1'-pyrrolo[2,3-c]quinolin]-2'(3'H)-one